FC=1C=C(C=C(C1)F)[C@@H]1CC=NN1C(=O)N1CC(C1)OC1=CC(=NC=C1F)N1N=C(C(=C1C)C(=O)O)C (S)-1-(4-((1-(5-(3,5-difluorophenyl)-4,5-dihydro-1H-pyrazole-1-carbonyl)azetidin-3-yl)oxy)-5-fluoropyridin-2-yl)-3,5-dimethyl-1H-pyrazole-4-carboxylic acid